ClC1=C(C=C(C=C1)C1=C(C(=C(C(=C1F)F)F)F)F)C(=O)OC methyl 4-chloro-2',3',4',5',6'-pentafluoro-[1,1'-biphenyl]-3-carboxylate